C1=CC=C(C=2C3=CC=CC=C3NC12)C1(CC1)NC(C1=C(C=CC(=C1)OCCN(C)C)C)=O N-(1-(9H-Carbazol-4-yl)cyclopropyl)-5-(2-(dimethylamino)ethoxy)-2-methylbenzamide